C(C)O[Si](CCCSSSSCCC[Si](OCC)(OCC)OCC)(OCC)OCC bis[3-(triethoxy silyl)propyl] tetrasulfide